C(C)OC(=O)[C@@H]1CC[C@H](CC1)OC1=NC=CN=C1 trans-4-(pyrazin-2-yloxy)-cyclohexanecarboxylic acid ethyl ester